OCC(CO)(CO)NCC(C)C 2-((1,3-dihydroxy-2-(hydroxymethyl)propane-2-ylamino)methyl)propane